C(C)OC(\C=C\C1=CC=C(C=C1)O)=O trans-p-Coumaric acid ethyl ester